FC1=C(C=C(C(=C1F)F)F)S(=O)(=O)N(CC1=C(C=CC=C1)F)CC(=O)OC(C)(C)C tert-butyl 2-(2,3,4,5-tetrafluoro-N-(2-fluorobenzyl)phenylsulfonamido)acetate